(3-(2-aminoethyl)-4-fluoro-1H-pyrazol-1-yl)-2-methylpropan-1-ol NCCC1=NN(C=C1F)C(C(C)C)O